tert-butyl 4-((1r,3r)-3-((5-(4,4,5,5-tetramethyl-1,3,2-dioxaborolan-2-yl)pyridin-2-yl)oxy)cyclobutoxy)piperidine-1-carboxylate CC1(OB(OC1(C)C)C=1C=CC(=NC1)OC1CC(C1)OC1CCN(CC1)C(=O)OC(C)(C)C)C